CCCCCCCCCCCCO 11-methyl-undecanol